O1C2=C(OCC1)C=C(C=C2)C=O 2,3-dihydrobenzo[b][1,4]dioxine-6-carbaldehyde